CN(CCC(C)(NC=1C2=C(N=C(N1)C1=NC=NC=C1)C=NC=C2)C)C N1,N1,3-trimethyl-N3-(2-(pyrimidin-4-yl)pyrido[3,4-d]pyrimidin-4-yl)butane-1,3-diamine